N[C@@H]1[C@@H](OCC12CCN(CC2)C=2C(=NC(=C(N2)C)C2=C(C(=NC(=C2)NC)Cl)Cl)CO)C {3-[(3S,4S)-4-amino-3-methyl-2-oxa-8-azaspiro[4.5]decan-8-yl]-6-[2,3-dichloro-6-(methylamino)pyridin-4-yl]-5-methylpyrazin-2-yl}methanol